BrC=1C=CC(=C(C1)O)OCC(=C)C 5-bromo-2-((2-methylallyl)oxy)phenol